5-(3-Hydroxy-3-methyl-2-oxoindolin-1-yl)pyridin OC1(C(N(C2=CC=CC=C12)C=1C=CC=NC1)=O)C